Fluoroisoferulic acid F/C(/C(=O)O)=C\C1=CC(O)=C(OC)C=C1